(1R,3S,5R)-2-(2-(3-acetyl-5-(2-methylpyrimidin-5-yl)-1H-pyrazolo[3,4-b]pyridin-1-yl)acetyl)-N-(6-bromo-5-fluoro-3-methylpyridin-2-yl)-5-methyl-2-azabicyclo[3.1.0]hexane-3-carboxamide C(C)(=O)C1=NN(C2=NC=C(C=C21)C=2C=NC(=NC2)C)CC(=O)N2[C@@H]1C[C@@]1(C[C@H]2C(=O)NC2=NC(=C(C=C2C)F)Br)C